CN(C)C=C(C(=O)OCC)C(C[C@@](C(F)(F)F)(C)O)=O ethyl (R)-2-(dimethylaminomethylene)-6,6,6-trifluoro-5-hydroxy-5-methyl-3-oxo-hexanoate